CC1=NC=C(C(=C1)C1=CC=2N(C=C1)N=C(C2)NC(=O)C2CC2)OC2C[C@H]1CC[C@@H](C2)N1C N-(5-(2-methyl-5-(((1R,3r,5S)-8-methyl-8-azabicyclo[3.2.1]octan-3-yl)oxy)pyridin-4-yl)pyrazolo[1,5-a]pyridin-2-yl)cyclopropanecarboxamide